Tert-butyl-2-(1H-pyrrolo[2,3-c]pyridin-4-yl)-1H-indole-1-carboxylate C(C)(C)(C)OC(=O)N1C(=CC2=CC=CC=C12)C1=C2C(=CN=C1)NC=C2